NC=1SC(=C(N1)C(=O)[O-])CC1=CC=CC=C1 2-amino-5-benzylthiazole-4-carboxylate